5-fluoro-1-(2R,5S)-[2-(hydroxymethyl)-1,3-oxathiolanyl]cytosine FC=1C(=NC(N(C1)[C@@]1(OCCS1)CO)=O)N